ClC=1C=CC(=NC1)CC1CCC2(CN(C2)C(=O)N2CC3(C2)CC(C3)C=3C=NC(=CC3)C(F)(F)F)CC1 [7-[(5-chloro-2-pyridinyl)methyl]-2-azaspiro[3.5]nonan-2-yl]-[6-[6-(trifluoromethyl)-3-pyridinyl]-2-azaspiro[3.3]heptan-2-yl]methanone